C(CCCCCCCCCCCCCCC)NC(=O)C=1C(NC(N(C1)[C@H]1CN(C[C@H](O1)CO)C(C1=CC=CC=C1)(C1=CC=CC=C1)C1=CC=CC=C1)=O)=O N-hexadecyl-1-((2R,6S)-6-(hydroxymethyl)-4-tritylmorpholin-2-yl)-2,4-dioxo-1,2,3,4-tetrahydropyrimidine-5-carboxamide